dimethyl 3,3-dimethylglutarate CC(CC(=O)OC)(CC(=O)OC)C